ClC=1C=C(C(=O)NC2COC2)C=CC1C=1N(C2=NC=NC(=C2N1)OC1(CC1)C)CC1=NC=CC(=C1)C (racemic)-3-chloro-4-(6-(1-methylcyclopropoxy)-9-((4-methylpyridin-2-yl)methyl)-9H-purin-8-yl)-N-(oxetan-3-yl)benzamide